C(CCCCCCC(C)C)OC(C=C)=O.C1(CC2C(CC1)O2)CC[SiH](C(C)C)OCCOC β-(3,4-epoxycyclohexyl)ethyl-Methoxyethoxyisopropylsilane isodecylacrylate